CC1=C(C(=CC=C1)C)S(=O)CC=1N=NN(C1)CCN1CCCCC1 4-[(2,6-Dimethylphenyl)sulfinylmethyl]-1-[2-(piperidin-1-yl)ethyl]-1H-1,2,3-triazole